6-bromo-4-fluoro-3-methylisoquinolin-1(2H)-one BrC=1C=C2C(=C(NC(C2=CC1)=O)C)F